B([O-])([O-])[O-].[Li+].C(CC(=O)O)(=O)O.[Li+].[Li+] malonic acid lithium borate salt